NC1=C(SC2=NC(=CC=C21)C)C(=O)N[C@H]2CC=1C=CC(=NC1[C@H](C2)C)N2CCNCC2 3-amino-6-methyl-N-[(6R,8S)-8-methyl-2-(piperazin-1-yl)-5,6,7,8-tetrahydroquinolin-6-yl]thieno[2,3-b]pyridine-2-carboxamide